4-cyclopropyl-N-(6-(difluoromethyl)pyridin-3-yl)-6-(1-methyl-1H-imidazol-5-yl)pyrimidine-2-carboxamide C1(CC1)C1=NC(=NC(=C1)C1=CN=CN1C)C(=O)NC=1C=NC(=CC1)C(F)F